3,7-dimethyl-1-((4-oxocyclohexyl)methyl)-1H-purine-2,6(3h,7H)-dione CN1C(N(C(C=2N(C=NC12)C)=O)CC1CCC(CC1)=O)=O